C(#N)C1=CC(=C(COC2=CC=C(C(=N2)N2CCC3(CC3C3=NC4=C(N3C[C@H]3OCC3)C=C(C=C4)C(=O)O)CC2)F)C=C1)F 2-(6-{6-[(4-cyano-2-fluorobenzyl)oxy]-3-fluoropyridin-2-yl}-6-azaspiro[2.5]oct-1-yl)-1-[(2S)-oxetan-2-ylmethyl]-1H-benzimidazole-6-carboxylic acid